C1(CC1)CCC(=O)N[C@H](C(=O)N[C@@H](C)C=1NC(=CN1)C1=C(C=C(C=C1)F)F)CC(=O)N1[C@H](CCCC1)C (2S)-2-(3-cyclopropylpropanoylamino)-N-[(1S)-1-[5-(2,4-difluorophenyl)-1H-imidazol-2-yl]ethyl]-4-[(2S)-2-methyl-1-piperidyl]-4-oxo-butanamide